3-{1-[2-(2,6-dioxopiperidin-3-yl)-1,3-dioxo-2,3-dihydro-1H-isoindol-4-yl]piperidin-4-yl}propanal O=C1NC(CCC1N1C(C2=CC=CC(=C2C1=O)N1CCC(CC1)CCC=O)=O)=O